6-fluoro-7-(8-methyl-2,3-dihydro-1H-pyrido[2,3-b][1,4]oxazin-7-yl)-N~2~-[1-(2-methylpropyl)-1H-pyrazol-4-yl]quinazoline-2,5-diamine FC1=C(C=2C=NC(=NC2C=C1C1=C(C2=C(OCCN2)N=C1)C)NC=1C=NN(C1)CC(C)C)N